methyl-4-[3-[4-(trifluoromethyl)phenoxy]pyrazin-2-yl]benzenesulfonamide CC1=C(C=CC(=C1)C1=NC=CN=C1OC1=CC=C(C=C1)C(F)(F)F)S(=O)(=O)N